7-(2,3-dimethylimidazol-4-yl)sulfonyl-2-(5H-imidazo[1,5-b]isoindol-5-yl)-7-azaspiro[3.5]nonan-3-ol CC1=NC=C(N1C)S(=O)(=O)N1CCC2(C(C(C2)C2N3C(C=4C=CC=CC24)=CN=C3)O)CC1